[Si](C1=CC=CC=C1)(C1=CC=CC=C1)(C(C)(C)C)O[C@@H](CC(=O)OCC)CC=O ethyl (R)-3-((tert-butyldiphenylsilyl) oxy)-5-oxopentanoate